FC(C1=NN(C=C1NC(=O)C=1C=NN2C1N=C(C=C2)N2C1COCC2C1)C1CCC(CC1)C=O)F N-[3-(difluoromethyl)-1-(4-formylcyclohexyl)pyrazol-4-yl]-5-(3-oxa-6-azabicyclo[3.1.1]heptan-6-yl)pyrazolo[1,5-a]pyrimidine-3-carboxamide